F[C@H]1[C@]2(CC[C@@](C[C@@H]1C(=C)C=1N=NC(=CN1)C=1C=C3C=CN=CC3=CC1O)(N2)C)C 6-(3-(1-((1R,2R,3R,5S)-2-fluoro-1,5-dimethyl-8-azabicyclo[3.2.1]octan-3-yl)vinyl)-1,2,4-triazin-6-yl)isoquinolin-7-ol